(R)-1-ethyl-1-(5-(imidazo[1,2-a]pyridin-6-yl)-2,4-dimethoxybenzyl)-3-(6,6,6-trifluorohexan-3-yl)urea C(C)N(C(=O)N[C@H](CC)CCC(F)(F)F)CC1=C(C=C(C(=C1)C=1C=CC=2N(C1)C=CN2)OC)OC